ClC1=C(OC[C@@H]2NC(NC2)=O)C=C(C=C1C(=O)N1[C@H](C=2C(CC1)=C(N(N2)C)C2=CC(=CC(=C2)F)F)C)F (4R)-4-[[2-chloro-3-[(7S)-3-(3,5-difluorophenyl)-2,7-dimethyl-5,7-dihydro-4H-pyrazolo[3,4-c]pyridine-6-carbonyl]-5-fluoro-phenoxy]methyl]imidazolidin-2-one